C(=C)C1=C(C=CC=C1)OC1=CC=CC=C1 1-vinyl-2-(phenoxy)benzene